C(C1=CC=CC=C1)N1C(OCC1)=S 3-benzyl-1,3-oxazolidine-2-thione